C(C=C)(=O)OCCCCOC1=C(C(=O)C2=CC=CC=C2)C=CC=C1 acryloxybutoxybenzophenone